ethyl (R)-2-((1-chloro-4-(o-tolyl)isoquinolin-7-yl)oxy)butanoate ClC1=NC=C(C2=CC=C(C=C12)O[C@@H](C(=O)OCC)CC)C1=C(C=CC=C1)C